CCCCCCC(CCCC)COS(=O)(=O)[O-].[Na+] The molecule is an organic sodium salt having 2-butyloctyl sulfate as the counterion. It is used as a surfactant. It has a role as a surfactant. It contains a 2-butyloctyl sulfate.